FC1(C(C1)C1=NC=CC(=N1)O)F 2-(2,2-difluorocyclopropyl)pyrimidin-4-ol